P(=O)(O)(O)CN(C(C(=O)O)(CP(=O)(O)O)CO)C(C(=O)O)CP(=O)(O)O N-(phosphonomethyl)Hydroxymethyl-Bisphosphonomethyl-iminodiacetic acid